C(N)(OCC(OC1=CC(=CC=C1)C(C1=CC=CC=C1)C1CCN(CC1)C(=O)N1C[C@@H]2[C@@H](OCC(N2)=O)CC1)C(C)(C)C)=O (tert-butyl 2-(3-((1-((4aR,8aS)-3-oxooctahydro-2H-pyrido[4,3-b][1,4]oxazin-6-carbonyl) piperidin-4-yl) (phenyl) methyl) phenoxy) ethyl) carbamate